ClC1=NC=CN=C1C=1C=NC(=CC1)OC 2-chloro-3-(6-methoxypyridin-3-yl)pyrazine